Methyl (S)-2-(4-bromo-2,5-difluorobenzyl)-1-(oxetan-2-ylmethyl)-1H-benzo[d]imidazole-6-carboxylate BrC1=CC(=C(CC2=NC3=C(N2C[C@H]2OCC2)C=C(C=C3)C(=O)OC)C=C1F)F